[N+](=O)([O-])C=1C=C(C2=C(C=CC3(N(C4=CC=C(C=C4C3(C)C)Cl)C)O2)C1Br)OC 6-nitro-8-methoxy-5-bromo-5'-chloro-1',3',3'-trimethylspiro[2H-1-benzopyran-2,2'-indoline]